n-butylthiophosphoryl-triamide C(CCC)[N-]P(=S)([NH-])[NH-]